N[C@@H](CC(N)=O)CC(=O)O L-β-homoasparagine